4-methyl-pentadiene CC(=CC=C)C